[3-fluoro-4-(fluoromethoxy)-2-methyl-phenyl]-1-methyl-imidazole-2-carboxamide FC=1C(=C(C=CC1OCF)C=1N=C(N(C1)C)C(=O)N)C